phosphoninidtriamid P1[C-]=C(C(=C(C=CC=C1)C(=O)N)C(=O)N)C(=O)N